C(#N)C1=CC=C(C=C1)[C@H](C)N1C=NC(=C1)C(=O)O 1-[(1S)-1-(4-cyanophenyl)ethyl]-1H-imidazole-4-carboxylic acid